FC(C1=C(C=CC(=C1)OC(F)(F)F)C1=C2C(=C(N=N1)N[C@H]1CN(CCC1)C)C=NC=C2)F 1-[2-(difluoromethyl)-4-(trifluoromethoxy)phenyl]-N-[(3R)-1-methylpiperidin-3-yl]pyrido[3,4-d]pyridazin-4-amine